10-hydroxymethyl-9-oxa-10-phosphaphenanthrene-10-oxide OCP1(OC2=CC=CC=C2C=2C=CC=CC12)=O